(3-fluoro-2-methylphenyl)-5-(trifluoromethyl)pyridin-2-amine FC=1C(=C(C=CC1)C=1C(=NC=C(C1)C(F)(F)F)N)C